(S)-N-((4-(1-hydroxyethyl)-1-(4-(trifluoromethoxy)phenyl)-1H-pyrazolo[3,4-b]pyridin-3-yl)methyl)acrylamide O[C@@H](C)C1=C2C(=NC=C1)N(N=C2CNC(C=C)=O)C2=CC=C(C=C2)OC(F)(F)F